p-tolyl-oxytert-amyl-phosphine chloride [Cl-].C1(=CC=C(C=C1)OPC(C)(C)CC)C